ClC=1C=CC(=C(C1)N1CC(CC(C1)(F)F)N1N=CC(=C1C(F)F)C(=O)OCC)OCC1=CC=C(C=C1)OC ethyl 1-[1-{5-chloro-2-[(4-methoxyphenyl) methoxy] phenyl}-5,5-difluoropiperidin-3-yl]-5-(difluoromethyl)-1H-pyrazole-4-carboxylate